benzyl ((1S)-(6-((tert-butoxycarbonyl)amino)-6-(methylcarbamoyl)-1,5,6,7-tetrahydroindeno[5,6-d]imidazol-2-yl)(cyclohexyl)methyl)carbamate C(C)(C)(C)OC(=O)NC1(CC2=CC3=C(NC(=N3)[C@H](C3CCCCC3)NC(OCC3=CC=CC=C3)=O)C=C2C1)C(NC)=O